methylpyrrolo[1,2-a]quinoxaline CC1=CC=C2N1C1=CC=CC=C1N=C2